O=C1CCN(CC1)C1(CCN(CC1)C(=O)[O-])C(F)(F)F 4-oxo-4'-(trifluoromethyl)-[1,4'-bipiperidin]-1'-carboxylate